C(C)(C)(C)C=1C=C(C=C(C1O)C(C)(C)C)CCC(=O)O.C(C)(C)(C)C=1C=C(C=C(C1O)C(C)(C)C)CCC(=O)O.N=C=C.N=C=C bis(iminoethylene) bis(3-(3,5-di-tert-butyl 4-hydroxy phenyl) propionate)